NC1(COCC1)CN1C(=NC2=C1C=C(C=C2)C(=O)O)CC2=C(C=C(C(=C2)F)C2=NC(=CC=C2)OCC2=C(C=C(C=C2)C#N)F)F 1-((3-aminotetrahydrofuran-3-yl)methyl)-2-(4-(6-((4-cyano-2-fluorobenzyl)oxy)pyridin-2-yl)-2,5-difluorobenzyl)-1H-benzo[d]imidazole-6-carboxylic acid